(R)-2-amino-4-(1-(3-(3-hydroxy-2-(hydroxymethyl)propoxy)-2-((3-hydroxy-2-(hydroxymethyl)propoxy)methyl)propyl)-1H-1,2,3-triazol-4-yl)butanamide N[C@@H](C(=O)N)CCC=1N=NN(C1)CC(COCC(CO)CO)COCC(CO)CO